stearyl nonatriacontanoate C(CCCCCCCCCCCCCCCCCCCCCCCCCCCCCCCCCCCCCC)(=O)OCCCCCCCCCCCCCCCCCC